BrC=1C=C(C=CC1)C1=NC(=NO1)C(CC)NC(=O)[C@H]1N(C[C@@H](C1)O)C([C@H](C(C)(C)C)N1N=NC(=C1)C1CC1)=O (2S,4R)-N-[1-[5-(3-bromophenyl)-1,2,4-oxadiazol-3-yl]propyl]-1-[(2S)-2-(4-cyclopropyltriazol-1-yl)-3,3-dimethyl-butanoyl]-4-hydroxy-pyrrolidine-2-carboxamide